[N+](=O)([O-])C1=CC=C(C=C1)C(O)C=1SC=CC1 (4-nitrophenyl)(thiophen-2-yl)methanol